FC1=C(C(=CC=C1[N+](=O)[O-])F)N(C(OC(C)(C)C)=O)CC=1C=C2C(=NC1)N(N=C2C)C2OCCCC2 tert-butyl N-(2,6-difluoro-3-nitrophenyl)-N-[[3-methyl-1-(oxan-2-yl)pyrazolo[3,4-b]pyridin-5-yl]methyl]carbamate